(S)-2-methyl-4-(5-(4,4,5,5-tetramethyl-1,3,2-dioxaborolan-2-yl)pyridin-2-yl)morpholine C[C@H]1CN(CCO1)C1=NC=C(C=C1)B1OC(C(O1)(C)C)(C)C